(2-methyl-1,3-dioxolan-2-yl)butanal CC1(OCCO1)C(C=O)CC